CC1=CC=C(C=C1)S(=O)(=O)OC1=C(C=CC=C1)NC(=O)NC1=C(C=CC=C1)OS(=O)(=O)C1=CC=C(C)C=C1 N,N'-di-[2-(p-toluenesulfonyloxy)phenyl]urea